N,N'-bis(1-N-dodecyl-6-quinolyl)malonamide bromide [Br-].C(CCCCCCCCCCC)N1CC=CC2=CC(=CC=C12)NC(CC(=O)NC=1C=C2C=CCN(C2=CC1)CCCCCCCCCCCC)=O